1-[4-bromo-5-[1-ethyl-7-(methylamino)-2-oxo-1,2-dihydro-1,6-naphthyridin-3-yl]-2-fluorophenyl]-3-phenylurea BrC1=CC(=C(C=C1C=1C(N(C2=CC(=NC=C2C1)NC)CC)=O)NC(=O)NC1=CC=CC=C1)F